FC1(OC2=C(O1)C=CC(=C2)[C@H](C)OC2=NC=CC(=C2)N2N=C(C=1CCC[C@H](C21)O)C(F)(F)F)F R-1-(2-((S)-1-(2,2-difluorobenzo[d][1,3]dioxol-5-yl)ethoxy)pyridin-4-yl)-3-(trifluoromethyl)-4,5,6,7-tetrahydro-1H-indazol-7-ol